methyl 2-chloro-5-(trifluoromethyl)thiazole-4-carboxylate ClC=1SC(=C(N1)C(=O)OC)C(F)(F)F